3-((tert-butyldiphenylsilyl)oxy)propan-1-ol [Si](C1=CC=CC=C1)(C1=CC=CC=C1)(C(C)(C)C)OCCCO